ethyl 3-((4-chloro-3-(1-hydroxyethyl) benzyl) amino)-1H-pyrrole-2-carboxylate ClC1=C(C=C(CNC2=C(NC=C2)C(=O)OCC)C=C1)C(C)O